3-[(2,3-dihydrothieno[3,4-b]-[1,4]dioxin-2-yl)methoxy]-1-methyl-1-propanesulfonate potassium salt [K+].O1C=2C(OCC1COCCC(S(=O)(=O)[O-])C)=CSC2